CC=1N=C2N(C=C(N=C2C)C(=O)NC2=C(C=C(C=C2)N2CCN(CC2)C(=O)OC(C)(C)C)F)C1 tert-butyl 4-(4-(2,8-dimethylimidazo[1,2-a]pyrazine-6-carboxamido)-3-fluorophenyl)piperazine-1-carboxylate